trimethyl(1-naphthylmethyl)silane C[Si](CC1=CC=CC2=CC=CC=C12)(C)C